BrC1=C(C2=C(OC(O2)(F)F)C=C1)C(CN(C(OC(C)(C)C)=O)C)O tert-butyl (2-(5-bromo-2,2-difluorobenzo[d][1,3]dioxol-4-yl)-2-hydroxyethyl)(methyl)carbamate